((2R,3S,5R)-5-(2,4-dioxopyrimidin-1(2H)-yl)-tetrahydrofuran-2-yl)-methyl 4-hydroxybutyl hydrogen phosphate P(=O)(OC[C@@H]1O[C@H](CC1)N1C(NC(C=C1)=O)=O)(OCCCCO)O